ClC=1C(=C(C=O)C=CC1)F chloro-2-fluorobenzaldehyde